5-(1-Hydrazinylethyl)-2-(Trifluoromethyl)Pyridine N(N)C(C)C=1C=CC(=NC1)C(F)(F)F